dichlorooctyl-isothiazolin-one ClC(CCCCCCCC1=NSCC1=O)Cl